C(C)(C)C1=C(NC2=CC=C(C=C12)C1CCN(CC1)C(CO)COC)C1=CC=2N(C(=C1)C)C=CN2 2-(4-(3-isopropyl-2-(5-methylimidazo[1,2-a]pyridin-7-yl)-1H-indol-5-yl)piperidin-1-yl)-3-methoxypropan-1-ol